N-methylaminophenol CNC1=C(C=CC=C1)O